3-(2H-benzo[d][1,2,3]triazol-2-yl)-4-hydroxyphenethyl (2-(3-(prop-1-en-2-yl)phenyl)propan-2-yl)carbamate C=C(C)C=1C=C(C=CC1)C(C)(C)NC(OCCC1=CC(=C(C=C1)O)N1N=C2C(=N1)C=CC=C2)=O